1,3-Bis(3-dimethylaminopropylaminomethyl)-4,5-dimethoxybenzol CN(CCCNCC1=CC(=C(C(=C1)OC)OC)CNCCCN(C)C)C